2-fluorosulfonyl-acetic acid FS(=O)(=O)CC(=O)O